NC1=NC=CC2=CC=C(C=C12)C=1C=C2C(=NN(C2=CC1)[C@@H]1CN(CC1)C(=O)OCC)COC1=C(C(=CC=C1)C)CC(=O)O (S)-2-(2-((5-(1-aminoisoquinolin-7-yl)-1-(1-(ethoxycarbonyl)pyrrolidin-3-yl)-1H-indazol-3-yl)methoxy)-6-methylphenyl)acetic acid